ClC=1C(=NC(=NC1)N1C2(CCC2)CC(CC1)NC1=CC=C2C(=NN(C2=C1)C)C1C(NC(CC1)=O)=O)NC=1C=C2CC(N(C2=CC1)C)=O 3-(6-((5-(5-chloro-4-((1-methyl-2-oxoindolin-5-yl)amino)pyrimidin-2-yl)-5-azaspiro[3.5]nonan-8-yl)amino)-1-methyl-1H-indazol-3-yl)piperidine-2,6-dione